C1(CC1)C1=C(CN2C(N([C@H](C=3C2=NN(C3)C)C)C3CCN(CC3)C3=C(C=CC=C3C)F)=O)C=CC=C1 |o1:9| (S)- or (R)-7-(2-Cyclopropyl-benzyl)-5-[1-(2-fluoro-6-methylphenyl)-piperidin-4-yl]-2,4-dimethyl-2,4,5,7-tetrahydro-pyrazolo[3,4-d]pyrimidin-6-one